2-Amino-4-(3-((3S,4S)-3-(dimethylamino)-4-methoxypyrrolidin-1-yl)-5-fluoro-7,9-dihydrofuro[3,4-f]quinazolin-6-yl)-7-fluorothieno[3,2-c]pyridine-3-carbonitrile NC1=C(C=2C(=NC=C(C2S1)F)C=1C2=C(C=3C=NC(=NC3C1F)N1C[C@@H]([C@H](C1)OC)N(C)C)COC2)C#N